tert-butyl 2-(4-(4-cyanobenzyl)-2-(2-isopropylphenyl) piperazin-1-yl)-7-azaspiro[3.5]nonane-7-carboxylate C(#N)C1=CC=C(CN2CC(N(CC2)C2CC3(C2)CCN(CC3)C(=O)OC(C)(C)C)C3=C(C=CC=C3)C(C)C)C=C1